4-[4-Cyano-3-hydroxy-6-(2,4,6-trichloro-benzyl)-pyridin-2-yl]-4-oxo-butyric acid C(#N)C1=C(C(=NC(=C1)CC1=C(C=C(C=C1Cl)Cl)Cl)C(CCC(=O)O)=O)O